N-succinimidoxycarbonyl-β-alanine N-succinimidyl ester C1CC(=O)N(C1=O)OC(=O)CCNC(=O)ON2C(=O)CCC2=O